ethyl 2-(4-(tert-butyl)-2-cyanophenyl)-4-((4-methoxybenzyl) amino)-6-methylpyrimidine-5-carboxylate C(C)(C)(C)C1=CC(=C(C=C1)C1=NC(=C(C(=N1)NCC1=CC=C(C=C1)OC)C(=O)OCC)C)C#N